(R)-2-((6-fluoro-2-methylpyridin-3-yl)oxy)-4-methyl-N-(2-(S-methylsulfonimidoyl)pyridin-4-yl)-5-(trifluoromethyl)nicotinamide FC1=CC=C(C(=N1)C)OC1=C(C(=O)NC2=CC(=NC=C2)[S@@](=O)(=N)C)C(=C(C=N1)C(F)(F)F)C